racemic-ethyl oxacyclohexanecarboxylate [C@H]1(OCCCC1)C(=O)OCC |r|